5-amino-1-(4,4-difluoropiperidin-1-yl)pyridin-2(1H)-one NC=1C=CC(N(C1)N1CCC(CC1)(F)F)=O